ClC=1C=NN(C1C(=O)NC1=NC=C(C=C1C)C#CC1=CC=CC=C1)C1=CC2=C(OCCO2)C=C1 4-chloro-1-(2,3-dihydrobenzo[b][1,4]dioxin-6-yl)-N-(3-methyl-5-(phenylethynyl)pyridin-2-yl)-1H-pyrazole-5-carboxamide